OC(C(=O)N1[C@H]([C@H](CC1)NS(=O)(=O)C)CC=1C(=C(C=CC1)C1=CC(=CC(=C1)F)F)F)(C)C N-((2S,3S)-1-(2-hydroxy-2-methyl-propanoyl)-2-((2,3',5'-trifluorobiphenyl-3-yl)methyl)pyrrolidin-3-yl)methanesulfonamide